BrC[C@](C(=O)NC=1C=NC(=C(C1)C(F)(F)F)C#N)(C)O (R)-3-Bromo-N-(6-cyano-5-(trifluoromethyl)pyridin-3-yl)-2-hydroxy-2-methylpropanamide